ClC1=NC=C(C(=C1)C1=C(C=NC(=C1)C)C(=O)NC=1SC(=NN1)C(N(C1CCOCC1)C)=O)OC 2'-chloro-5'-methoxy-6-methyl-N-{5-[methyl-(oxan-4-yl)carbamoyl]-1,3,4-thiadiazol-2-yl}-[4,4'-bipyridine]-3-carboxamide